N-(3,4-dimethylphenyl)-4-(N-(p-tolyl)sulfamoyl)benzamide CC=1C=C(C=CC1C)NC(C1=CC=C(C=C1)S(NC1=CC=C(C=C1)C)(=O)=O)=O